FC1=CC=C(C=C1)C(=CC(=O)N(C)C)C=1SC=CC1 3-(4-fluorophenyl)-N,N-dimethyl-3-(2-thienyl)acrylamide